7-octadienyl alcohol C=CC=CCCC(C)O